C(#N)C=1C(=NC(=C(C1CC)C#N)N1CCNCC1)SC(C(=O)N)C1=CC=CC=C1 2-[(3,5-dicyano-4-ethyl-6-piperazin-1-yl-2-pyridinyl)sulfanyl]-2-phenyl-acetamide